2-hydroxypropyl-tributylammonium OC(C[N+](CCCC)(CCCC)CCCC)C